2-((4-(2-(2,4-Dichlorophenyl)-4-fluoro-2H-chromen-8-yl)piperidin-1-yl)methyl)-1-(((S)-oxetane-2-yl)methyl)-1H-benzo[d]imidazole-6-carboxylic acid ClC1=C(C=CC(=C1)Cl)C1OC2=C(C=CC=C2C(=C1)F)C1CCN(CC1)CC1=NC2=C(N1C[C@H]1OCC1)C=C(C=C2)C(=O)O